1-((2R,3R,4R,5R)-4-((tert-butyldimethylsilyl)oxy)-3-methoxy-5-vinyltetrahydrofuran-2-yl)pyrimidine-2,4(1H,3H)-dione [Si](C)(C)(C(C)(C)C)O[C@H]1[C@H]([C@@H](O[C@@H]1C=C)N1C(NC(C=C1)=O)=O)OC